ClC1=CC=2N(C=C1)C(=C(N2)C2=NC=1C(=NC=C(C1)C(F)(F)F)N2C)S(=O)(=O)CC 2-(7-chloro-3-ethyl-sulfonyl-imidazo[1,2-a]pyridin-2-yl)-3-methyl-6-(trifluoromethyl)imidazo[4,5-b]pyridine